C(C=NP(N(C)C)(N(C)C)N(C)C)(C)C tert-butylideneAmino-tris(dimethylamino)phosphane